NC1=C2N=C(N(C2=NC(=N1)F)[C@@H]1O[C@H](CC1)CO)C (2R,3R,4S,5R)-2-(6-amino-2-fluoro-8-methyl-9H-purin-9-yl)-5-(hydroxymethyl)tetrahydrofuran